[N+](=O)([O-])C1=CC=C(C=C1)C=1N=NC=C(C1)C(F)(F)F 3-(4-nitrophenyl)-5-(trifluoromethyl)pyridazine